2-[1-cyclobutyl-6-(2H-1,2,3,4-tetrazol-5-yl)-1H-1,3-benzodiazol-2-yl]-5-ethoxy-1-methyl-6-oxo-1,6-dihydropyrimidine-4-carboxylic acid C1(CCC1)N1C(=NC2=C1C=C(C=C2)C=2N=NNN2)C=2N(C(C(=C(N2)C(=O)O)OCC)=O)C